(4-benzylpiperazin-1-yl)-(4-ethoxyphenyl)methanone C(C1=CC=CC=C1)N1CCN(CC1)C(=O)C1=CC=C(C=C1)OCC